4,4-bis((3,7-dimethyloct-6-en-1-yl)oxy)butanoic acid 6-bromohexyl ester BrCCCCCCOC(CCC(OCCC(CCC=C(C)C)C)OCCC(CCC=C(C)C)C)=O